1-(4-((1-((S)-5-(3,5-difluorophenyl)-4,5-dihydro-1H-pyrazole-1-carbonyl)azetidin-3-yl)oxy)-5-fluoropyridin-2-yl)-N-((1s,3s)-3-hydroxycyclobutyl)-3,5-dimethyl-1H-pyrazole-4-carboxamide FC=1C=C(C=C(C1)F)[C@@H]1CC=NN1C(=O)N1CC(C1)OC1=CC(=NC=C1F)N1N=C(C(=C1C)C(=O)NC1CC(C1)O)C